N1=CC=NC2=CC(=CC=C12)C1=CNC=2N=C(N=CC21)NC2CCOCC2 5-(Quinoxalin-6-yl)-N-(tetrahydro-2H-pyran-4-yl)-7H-pyrrolo[2,3-d]pyrimidin-2-amine